2-((1r,2r)-1-(2-cyanophenyl)-1-(1-ethyl-3-methyl-1H-pyrazol-4-yl)propan-2-yl)-5-hydroxy-N-(isoxazol-4-yl)-1-methyl-6-oxo-1,6-dihydropyrimidine-4-carboxamide C(#N)C1=C(C=CC=C1)[C@@H]([C@@H](C)C=1N(C(C(=C(N1)C(=O)NC=1C=NOC1)O)=O)C)C=1C(=NN(C1)CC)C